ClC1=C(C=C(C(=C1)C1(COC1)OC1=NC(=CC=C1)Cl)C)N=CN(C)CC N'-(2-chloro-4-(3-((6-chloropyridin-2-yl)oxy)oxetan-3-yl)-5-methylphenyl)-N-ethyl-N-methylformimidamide